FC(C=1C(=C(C=CC1)[C@@H](C)NC1=NC(=NC2=CC(=C(C=C12)C1CCS(CC1)(=O)=O)OC)C)F)F N-[(1R)-1-[3-(difluoromethyl)-2-fluoro-phenyl]ethyl]-6-(1,1-dioxothian-4-yl)-7-methoxy-2-methyl-quinazolin-4-amine